(+/-)-N7,3-dimethyl-3-phenyl-N5-(2-(piperidin-4-yl)ethyl)-2,3-dihydrobenzofuran-5,7-dicarboxamide 2,2,2-trifluoroacetate FC(C(=O)O)(F)F.CNC(=O)C1=CC(=CC=2[C@](COC21)(C2=CC=CC=C2)C)C(=O)NCCC2CCNCC2 |r|